ClC1=NC(=C2N=CN(C2=N1)C(C)C)NCC1=C(C=CC=C1)N1N=C(C=C1)N(CC)CC 2-chloro-N-(2-(3-(diethylamino)-1H-pyrazol-1-yl)benzyl)-9-isopropyl-9H-purin-6-amine